FC1([C@@H](CN2C(N(C=C21)C2=NOC1=C2C(=NC(=C1)C)C1=C(C=C(C=C1F)F)F)=O)NS(N(C)C)(=O)=O)F N'-{(6R)-7,7-difluoro-2-[6-methyl-4-(2,4,6-trifluorophenyl)[1,2]oxazolo[4,5-c]pyridin-3-yl]-3-oxo-2,5,6,7-tetrahydro-3H-pyrrolo[1,2-c]imidazol-6-yl}-N,N-dimethylsulfuric diamide